tert-butyl (4aS,7aR)-4a-(((7-chloro-8-fluoro-4-((R)-6-hydroxy-6-methyl-1,4-oxazepan-4-yl)pyrido[4,3-d]pyrimidin-2-yl)oxy)methyl)octahydro-1H-cyclopenta[b]pyridine-1-carboxylate ClC1=C(C=2N=C(N=C(C2C=N1)N1CCOC[C@](C1)(C)O)OC[C@]12[C@H](N(CCC1)C(=O)OC(C)(C)C)CCC2)F